C(C)O[C@@H]1[C@H](C[C@@H](OC1)C(=O)N1[C@H](C2=CC=CC=C2CC1)C1=CC=C(C=C1)F)O ((2r,4S,5S)-5-ethoxy-4-hydroxytetrahydro-2H-pyran-2-yl)((S)-1-(4-fluorophenyl)-3,4-dihydroisoquinolin-2(1H)-yl)methanone